2,4-dibenzyl-6-cyclohexyl-1,2,4-triazine-3,5(2H,4H)-dione C(C1=CC=CC=C1)N1N=C(C(N(C1=O)CC1=CC=CC=C1)=O)C1CCCCC1